2-(4-tert-butylphenyl)-4-methyl-pyrimidine-5-carboxylic acid C(C)(C)(C)C1=CC=C(C=C1)C1=NC=C(C(=N1)C)C(=O)O